CC1(C(=C(N(C(=C1C(=O)O)C)C)C)C(=O)O)C1=C(C=CC=C1)[N+](=O)[O-] dimethyl-1,4-dihydro-2,6-dimethyl-4-(2-nitrophenyl)-3,5-pyridinedicarboxylic acid